CN1N=C(C2=CC=C(C=C12)N1[C@H](CNCC1)C)C1C(NC(CC1)=O)=O 3-[1-methyl-6-[(2S)-2-methylpiperazin-1-yl]indazol-3-yl]piperidine-2,6-dione